2-[1-[6-[bis(tert-butoxycarbonyl)amino]hexyl]-6-bromo-pyrrolo[2,3-b]pyridin-2-yl]-7-methoxy-1-methyl-benzimidazole-5-carboxylate C(C)(C)(C)OC(=O)N(CCCCCCN1C(=CC=2C1=NC(=CC2)Br)C2=NC1=C(N2C)C(=CC(=C1)C(=O)[O-])OC)C(=O)OC(C)(C)C